C1(CCCCCCC1)C(C(=O)NC1=C(C=C2C(=C1)NC(C21CCOCC1)=O)F)NC(=O)C=1N(N=CC1)C N-{1-cyclooctyl-2-[(5-fluoro-2-oxospiro[indoline-3,4'-tetrahydropyran]-6-yl)amino]-2-oxoethyl}-2-methylpyrazole-3-carboxamide